(Sa,S)-6-(1-(1-(4-(difluoromethoxy)phenyl)ethyl)-4-(propan-1-yn-1-yl)-1H-indazole-7-carboxamido)spiro[3.3]heptane-2-carboxylic acid FC(OC1=CC=C(C=C1)[C@H](C)N1N=CC2=C(C=CC(=C12)C(=O)NC1CC2(CC(C2)C(=O)O)C1)C#CC)F